CC1=C(C=2C3=CC=CC(CC(NCC(NC(CC(=C1)C2)C(=O)N)=O)=O)=C3)NC([C@H](CCCNC(=O)N)NC(C3=C(C=C(C=C3)CCCCCCCC)C)=O)=O |r| methyl-[rac-(2S)-2-[(2-methyl-4-octyl-benzoyl)amino]-5-ureido-pentanoyl]amino-10,13-dioxo-9,12-diazatricyclo[13.3.1.12,6]icosa-1(18),2(20),3,5,15(19),16-hexaene-8-carboxamide